(S)-6-(4-fluoro-3-(trifluoromethyl)phenyl)-5-methyl-4,5-dihydro-1,2,4-triazin-3(2H)-one FC1=C(C=C(C=C1)C=1[C@@H](NC(NN1)=O)C)C(F)(F)F